perfluorobutane lithium [Li].FC(C(C(C(F)(F)F)(F)F)(F)F)(F)F